ClC1=C(C=C(OCC(=O)NC23CC(C2)(C3)NC(COC3=CC(=CC=C3)F)=O)C=C1)F 2-(4-chloro-3-fluorophenoxy)-N-{3-[2-(3-fluorophenoxy)acetylamino]bicyclo[1.1.1]pentan-1-yl}acetamide